N[C@@H]1C[C@H](CCC1)NC(OC(C)(C)C)=O tert-butyl (1S,3S)-3-aminocyclohexylcarbamate